CC=1OCC(N1)(CO)C.[C].[Ba] barium carbon 2,4-dimethyl-2-oxazoline-4-methanol